(13S)-13-methyl-19-(oxan-2-yl)-4-(pyrrolidin-1-yl)-7,11,14-trioxa-5,19,20,23-tetraazatetracyclo[13.5.2.12,6.018,21]tricosa-1(20),2(23),3,5,15(22),16,18(21)-heptaene C[C@H]1COCCCOC2=NC(=CC(C3=NN(C=4C=CC(O1)=CC34)C3OCCCC3)=N2)N2CCCC2